trans-tert-butyl 5-(chlorocarbonyl)-3a-methoxyhexahydropyrrolo[3,4-c]pyrrole-2(1H)-carboxylate ClC(=O)N1C[C@H]2[C@](C1)(CN(C2)C(=O)OC(C)(C)C)OC